methyl-4,5,6,7,8,9-hexahydro-2H-5,9-epiminocycloocta[c]pyrazol CN1N=C2C(=C1)CC1CCCC2N1